C(C)(C)(C)OC(=O)N(C)CC1=CC(=C(C(=C1)C)C=1C=C2C(=CN1)N(N=C2I)C(=O)OC(C)(C)C)F tert-Butyl 5-(4-(((tert-butoxycarbonyl)(methyl)amino)methyl)-2-fluoro-6-methylphenyl)-3-iodo-1H-pyrazolo[3,4-c]pyridine-1-carboxylate